ClC=1C=C(C=CC1OC)C=1CC2(CC2)CC1C1=CC=C(C=C1)S(=O)(=O)C 5-(3-chloro-4-methoxyphenyl)-6-[4-(methylsulfonyl)phenyl]Spiro[2.4]hept-5-ene